(3R,4R)-4-((3-(2,6-dioxopiperidin-3-yl)-1-methyl-1H-indazol-6-yl)amino)-3-methoxypiperidine-1-carboxylic acid tert-butyl ester C(C)(C)(C)OC(=O)N1C[C@H]([C@@H](CC1)NC1=CC=C2C(=NN(C2=C1)C)C1C(NC(CC1)=O)=O)OC